tert-butyl N-(3-methyl-2-{[2-(methylsulfanyl)-5-[2-(triisopropylsilyl)ethynyl]pyrido[2,3-d]pyrimidin-7-yl]amino}butyl)carbamate CC(C(CNC(OC(C)(C)C)=O)NC=1C=C(C2=C(N=C(N=C2)SC)N1)C#C[Si](C(C)C)(C(C)C)C(C)C)C